1,2-di(tetracosenyl)-sn-glycero-3-phosphocholine C(=CCCCCCCCCCCCCCCCCCCCCCC)OC[C@@H](OC=CCCCCCCCCCCCCCCCCCCCCCC)COP(=O)([O-])OCC[N+](C)(C)C